NCC1=CC(=C(C(=O)N[C@H](C)C2=CC(=NC3=CC=CC=C23)C=2C=NN(C2)C)C=C1)C (R)-4-(aminomethyl)-2-methyl-N-(1-(2-(1-methyl-1H-pyrazol-4-yl)quinolin-4-yl)ethyl)benzamide